4-phenyl-2-(3-chlorophenyl)-6-(trifluoromethyl)pyridine C1(=CC=CC=C1)C1=CC(=NC(=C1)C(F)(F)F)C1=CC(=CC=C1)Cl